COC1=C(C(=CC=C1)OC)S(=O)(=O)NC1=NOC2=C1C1=C(CCO1)C(=C2)[C@@H]2OCCC2 (R)-2,6-dimethoxy-N-(4-(tetrahydrofuran-2-yl)-2,3-dihydrobenzofuro[7,6-d]isoxazol-8-yl)benzenesulfonamide